C1(CC2C(CC1)O2)CCC[Si](OCC)(OCC)OCC {3-(3,4-epoxycyclohexyl)propyl}triethoxysilane